(R)-2-((R)-3,3-Dimethylisochroman-1-yl)pyrrolidine CC1(O[C@H](C2=CC=CC=C2C1)[C@@H]1NCCC1)C